((tert-butyldimethylsilyl) oxy)-6-chloronaphthalen-2-yl trifluoromethanesulfonate FC(S(=O)(=O)OC1=C(C2=CC=C(C=C2C=C1)Cl)O[Si](C)(C)C(C)(C)C)(F)F